ClB(Cl)F dichloroboron fluoride